hexanimine osmium iodide [Os](I)(I)(I)I.C(CCCCC)=N